2-(6-(2,4-dimethoxypyrimidin-5-yl)imidazo[1,2-b]pyridazin-8-yl)-8,8-difluoro-2-azaspiro[4.5]decane COC1=NC=C(C(=N1)OC)C=1C=C(C=2N(N1)C=CN2)N2CC1(CC2)CCC(CC1)(F)F